3-diethoxyphosphoryl-1-[(4-methoxyphenyl)methyl]-5,5-dimethyl-pyrrolidin-2-one C(C)OP(=O)(OCC)C1C(N(C(C1)(C)C)CC1=CC=C(C=C1)OC)=O